C1N(CC12CCCNC2)C(=O)OC(C)(C)C t-butyl 2,8-diazaspiro[3.5]nonane-2-carboxylate